1-Hexyl-3-methylpyridinium C(CCCCC)[N+]1=CC(=CC=C1)C